spiro(4.4)non-7-ene C1CCCC12CC=CC2